C/C(=C/C=O)/CCC=C(C)C (2Z)-3,7-dimethylocta-2,6-dienal